COC(C1=C(C(=CC(=C1)F)N1N=C(N(C1=O)CC)COCC1=CC=CC=C1)Br)=O (3-((benzyloxy)methyl)-4-ethyl-5-oxo-4,5-dihydro-1H-1,2,4-triazol-1-yl)-2-bromo-5-fluorobenzoic acid methyl ester